5-(3-cyano-2-imino-tetrahydrothiophen-3-yl)-3-ethylsulfanyl-pyridine C(#N)C1(C(SCC1)=N)C=1C=C(C=NC1)SCC